C(C=C)N(C1=CC=C(C=C1)Br)CC=C N,N-diallyl-4-bromoaniline